4-(1-oxo-5-{4-[(piperidin-4-yl)methyl]piperazin-1-yl}-2,3-dihydro-1H-isoindol-2-yl)piperidine-2,6-dione O=C1N(CC2=CC(=CC=C12)N1CCN(CC1)CC1CCNCC1)C1CC(NC(C1)=O)=O